(2R,3R)-3-((3-(2,3,4,5-tetrafluorophenyl)isoxazol-5-yl)-methoxy)-2-(2,4-difluorophenyl)-1-(1H-1,2,4-triazol-1-yl)butan-2-ol FC1=C(C=C(C(=C1F)F)F)C1=NOC(=C1)CO[C@@H]([C@@](CN1N=CN=C1)(O)C1=C(C=C(C=C1)F)F)C